FC1=C(OCC2=CC=C(C=C2)C=2N=C(N3C2C=NC=C3)[C@H]3N(CCC3)C(C=C)=O)C=CC=C1F (S)-1-(2-(1-(4-((2,3-difluorophenoxy)methyl)phenyl)imidazo[1,5-a]pyrazin-3-yl)pyrrolidin-1-yl)prop-2-en-1-one